8-nitro-3,5,6,7-tetrahydro-s-indacen [N+](=O)([O-])C=1C=2CCCC2C=C2CC=CC12